(4R,5R)-1-cyclopropyl-7-ethyl-4-(4-fluorophenyl)-6-oxo-5-(3-(trifluoromethyl)benzamido)-4,5,6,7-tetrahydro-1H-pyrazolo[3,4-b]pyridine-3-carboxylic acid C1(CC1)N1N=C(C2=C1N(C([C@@H]([C@@H]2C2=CC=C(C=C2)F)NC(C2=CC(=CC=C2)C(F)(F)F)=O)=O)CC)C(=O)O